(7-(benzyloxy)-4-chloroquinolin-3-yl)(thiophen-2-yl)methanol C(C1=CC=CC=C1)OC1=CC=C2C(=C(C=NC2=C1)C(O)C=1SC=CC1)Cl